CCC(C)[NH2+]C 3-n-butylmethylammonium